C(C)(=O)C=1C=C2C(=CC=NC2=CC1)NC=1C=CC(=NC1)C(=O)NC1=CC=C(C=C1)NC1=CC=NC=C1 5-(6-acetylquinolin-4-ylamino)-N-(4-(pyridin-4-ylamino)phenyl)pyridine-2-carboxamide